(R)-N-(1-(3-(1-benzoyl-3-(3,4-dichlorophenyl)piperidin-3-yl)propyl)-4-phenylpiperidin-4-yl)-N-methylacetamide C(C1=CC=CC=C1)(=O)N1C[C@](CCC1)(C1=CC(=C(C=C1)Cl)Cl)CCCN1CCC(CC1)(C1=CC=CC=C1)N(C(C)=O)C